1-chlorodimethylsilyl-3-chlorodiphenylsilyl-2,2,4,4-tetramethylcyclodisilazane Cl[Si](N1[Si](N([Si]1(C)C)[Si](C1=CC=CC=C1)(C1=CC=CC=C1)Cl)(C)C)(C)C